(5-((2,4-Dimethoxybenzyl)amino)-6-oxo-2-phenylpyrimidin-1(6H)-yl)acetic acid COC1=C(CNC2=CN=C(N(C2=O)CC(=O)O)C2=CC=CC=C2)C=CC(=C1)OC